FC(S(=O)(=O)OC=1C(=NC=C(C1)CCCOC)C=1C=C(C2=C(C=CO2)C1)F)(F)F 2-(7-fluorobenzofuran-5-yl)-5-(3-methoxypropyl)-3-pyridyl trifluoromethanesulfonate